methyl 6-(6-(benzylthio)pyridin-3-yl)pyrazine-2-carboxylate C(C1=CC=CC=C1)SC1=CC=C(C=N1)C1=CN=CC(=N1)C(=O)OC